O1C(OCC1)C=1C=CC(=NC1)N1N=CC(=C1)C(=O)OCC ethyl 1-(5-(1,3-dioxolan-2-yl) pyridin-2-yl)-1H-pyrazole-4-carboxylate